Cl.C1(CC1)CCC(C(=O)O)O 4-cyclopropyl-2-hydroxybutanoic acid hydrochloride